2-phenyl-12-(p-tolyl)-11H-benzo[c]imidazo[4,5-g]pyrazolo[1,5-a][1,5]naphthyridine C1(=CC=CC=C1)C1=NN2C(C3=C(C4=NC5=C(C(=C24)C2=CC=C(C=C2)C)NC=N5)C=CC=C3)=C1